ClC1=NC=NC=C1C#N 4-chloropyrimidine-5-carbonitrile